(S)-2-(naphthalen-2-yl)-5-phenyl-2,5,6,7-tetrahydro-3H-pyrrolo[2,1-c][1,2,4]triazol-3-one C1=C(C=CC2=CC=CC=C12)N1N=C2N(C1=O)[C@@H](CC2)C2=CC=CC=C2